C1[C@@H]([C@H](OC1N2C=C(C(=O)NC2=O)CO[C@H]3[C@@H]([C@H]([C@@H]([C@H](O3)CO)O)O)O)CO)O β-D-glucosyl-hydroxymethyluracil